COC1=CC=C(CNC(=O)NC2CC3(C2)CC(C3)C(=O)N3CCCC2=CC(=CC=C32)C)C=C1 1-(4-methoxybenzyl)-3-(6-(6-methyl-1,2,3,4-tetrahydroquinoline-1-carbonyl)spiro[3.3]hept-2-yl)urea